OC(CN1C(C=CC1=O)=O)CC1=CC(=C(C(=C1)C)O)C(C)(C)C N-[2-hydroxy-3-(3-tert-butyl-4-hydroxy-5-methylphenyl)-propyl]maleimide